C1(=CC=CC=C1)OC(C)(C)OC1=CC=CC=C1 bis(phenyloxy)propane